N1N=CC(=C1)C1CN(CC1)C1=NC(=NC(=C1)C)C1=CN=C2N1C=C(N=C2)C(F)(F)F 3-(4-(3-(1H-Pyrazol-4-yl)pyrrolidin-1-yl)-6-methylpyrimidin-2-yl)-6-(trifluoromethyl)imidazo[1,2-a]pyrazine